N-methyl-acetamide, hydrochloride Cl.CNC(C)=O